behenyl alcohol angelate C(\C(\C)=C/C)(=O)OCCCCCCCCCCCCCCCCCCCCCC